Cl.FC1=CC(=C(C=C1[N+](=O)[O-])NC1=NC=CC(=N1)C1=CN(C2=CC=CC=C12)C)OC N-(4-fluoro-2-methoxy-5-nitrophenyl)-4-(1-methyl-1H-indol-3-yl)pyrimidin-2-amine hydrochloride